N1(CCCC2=CC=CC=C12)C(=O)[O-] 2,4-dihydroquinoline-1-carboxylate